tert-butyl 4-[1-[[4-(3-cyanophenyl)-5-(4-methylquinazolin-6-yl)thiazol-2-yl]carbamoyl]-4-piperidyl]piperazine-1-carboxylate C(#N)C=1C=C(C=CC1)C=1N=C(SC1C=1C=C2C(=NC=NC2=CC1)C)NC(=O)N1CCC(CC1)N1CCN(CC1)C(=O)OC(C)(C)C